C(CCCCCCCCCC=CCCCCCCCC)(=O)OCCCCCCCCCCCCCCCCCCCCCCCCCCCCCC(C)C 30-methylhentriacontyl eicos-11-enoate